2-(3,5-dichloro-4-(3-((4,4-difluoropiperidin-1-yl)sulfonyl)-4-hydroxyphenoxy)phenyl)-6-(difluoromethyl)-1,2,4-triazine-3,5(2H,4H)-dione ClC=1C=C(C=C(C1OC1=CC(=C(C=C1)O)S(=O)(=O)N1CCC(CC1)(F)F)Cl)N1N=C(C(NC1=O)=O)C(F)F